C(C1=CC=CC=C1)OC(=O)N[C@@H]1[C@@H](N(CC1(F)F)C(=O)OC(C)(C)C)CC1=C(C(=CC=C1)Cl)F tert-butyl (2S,3R)-3-{[(benzyloxy) carbonyl]amino}-2-[(3-chloro-2-fluorophenyl)methyl]-4,4-difluoropyrrolidine-1-carboxylate